2-(isobutyl-(3-methoxybenzyl)amino)thiazole-4-carboxylic acid ethyl ester C(C)OC(=O)C=1N=C(SC1)N(CC1=CC(=CC=C1)OC)CC(C)C